C(C1=CC=CC=C1)OC=1C(=CC(=C(C1)C=1N=NN(N1)C1=CC=C(CCN2CC3=CC=NC=C3CC2)C=C1)[N+](=O)[O-])OC 2-(4-(5-(5-(Benzyloxy)-4-methoxy-2-nitrophenyl)-2H-tetrazol-2-yl)phenethyl)-1,2,3,4-tetrahydro-2,6-naphthyridine